2-bromo-5-((tetrahydro-2H-pyran-4-yl)oxy)aniline BrC1=C(N)C=C(C=C1)OC1CCOCC1